benzyl 8-{[8-(benzyloxy)-2-hydroxy-8-oxooctyl](3-hydroxypropyl)amino}-7-hydroxyoctanoate C(C1=CC=CC=C1)OC(CCCCCC(CN(CC(CCCCCC(=O)OCC1=CC=CC=C1)O)CCCO)O)=O